ethyl (6S)-6-[4-[5-fluoro-2-(1,3,4-thiadiazol-2-yl)-3-pyridyl]-1-piperidyl]-2-azaspiro[3.4]octane-2-carboxylate FC=1C=C(C(=NC1)C=1SC=NN1)C1CCN(CC1)[C@@H]1CC2(CN(C2)C(=O)OCC)CC1